C[C@@H]1[C@H]2CC[C@@H](CN1)N2C(=O)OC(C)(C)C tert-butyl (1R,2R,5S)-2-methyl-3,8-diazabicyclo[3.2.1]octane-8-carboxylate